COC=1C=C(C=CC1OC)/C=C/C(=O)NC(=O)N\N=C\1/C(NC2=CC=CC=C12)=O N-((E)-3-(3,4-dimethoxyphenyl)acryloyl)-2-((Z)-2-oxindole-3-ylidene)hydrazine-1-carboxamide